ClC=1C=C2C(N(CN(C2=CC1F)C1=C(C=C(C=C1)OC(F)(F)F)C)C1=C(C=[N+](C=C1)[O-])C)=O 4-(6-chloro-7-fluoro-1-(2-methyl-4-(trifluoromethoxy)phenyl)-4-oxo-1,4-dihydroquinazolin-3(2H)-yl)-3-methylpyridine 1-oxide